tert-Butyl 5-[3-[[6-[[2-chloro-6-[3-[2-[1-(trifluoromethyl)cyclopropyl]ethoxy] pyrazol-1-yl]pyridine-3-carbonyl]sulfamoyl]-2-pyridyl]oxy]propyl]-2,2-dimethyl-pyrrolidine-1-carboxylate ClC1=NC(=CC=C1C(=O)NS(=O)(=O)C1=CC=CC(=N1)OCCCC1CCC(N1C(=O)OC(C)(C)C)(C)C)N1N=C(C=C1)OCCC1(CC1)C(F)(F)F